(R)-4-(3-(but-2-ynamido)piperidin-1-yl)-5-fluoro-2,3-dimethyl-1H-indole-7-carboxamide C(C#CC)(=O)N[C@H]1CN(CCC1)C1=C2C(=C(NC2=C(C=C1F)C(=O)N)C)C